N1=CC=C(C=C1)CN1N=C(N=N1)C1=CC=C(C=C1)S(=O)(=O)N 4-(2-(pyridin-4-ylmethyl)-2H-tetrazol-5-yl)benzenesulfonamide